CO[C@@H]1C([C@H]2OC(OC[C@H]2O[C@@H]1C=C=C)(C)C)N1N=NC(=C1)C1=CC(=C(C(=C1)F)F)F 1-((4ar,6r,7r,8ar)-7-methoxy-2,2-dimethyl-6-(prop-1,2-dien-1-yl)hexahydropyrano[3,2-d][1,3]dioxin-8-yl)-4-(3,4,5-trifluorophenyl)-1H-1,2,3-triazole